N-(1-(2-(6-fluoropyridin-3-yl)-3,6-dimethyl-4-oxo-3,4-dihydroquinazolin-8-yl)ethyl)-2-methylpropane-2-sulfonamide FC1=CC=C(C=N1)C1=NC2=C(C=C(C=C2C(N1C)=O)C)C(C)NS(=O)(=O)C(C)(C)C